C(C(C([2H])([2H])[2H])(C([2H])([2H])[2H])C1=CC=2N(N=C1OCC1=NC=NN1C)C=NN2)([2H])([2H])[2H] 7-[1,1-di(methyl-d3)ethyl-2,2,2-d3]-6-[(1-methyl-1H-1,2,4-triazol-5-yl)methoxy]-1,2,4-triazolo[4,3-b]pyridazine